C(#N)C=1C=2N(C=C(C1)NC(=O)C=1C=CC(=C3C=CN=NC13)N1C[C@H](N([C@H](C1)C)C(=O)OC(C)(C)C)C)C=C(N2)C tert-butyl (2R,6S)-4-[8-[(8-cyano-2-methyl-imidazo[1,2-a]pyridin-6-yl)carbamoyl]-cinnolin-5-yl]-2,6-dimethyl-piperazine-1-carboxylate